SC(C(=O)[O-])CC(=O)[O-].C(C)[N+](CC)(CC)CCCC.C(C)[N+](CC)(CC)CCCC N,N,N-triethylbutylammonium mercaptosuccinate